4-(2-((5-chloro-2-methoxybenzyl)amino)ethyl)-N-(prop-2-yn-1-yl)benzenesulfonamide ClC=1C=CC(=C(CNCCC2=CC=C(C=C2)S(=O)(=O)NCC#C)C1)OC